ClC1=C(C(=O)P(C2=C(C=CC(=C2)C)C)(C(C2=C(C=CC=C2Cl)Cl)=O)=O)C(=CC=C1)Cl bis(2,6-dichlorobenzoyl)-2,5-xylylphosphine oxide